9-(4-phenylphenyl)-3-(tetramethyl-1,3,2-dioxaborolan-2-yl)-9H-carbazole C1(=CC=CC=C1)C1=CC=C(C=C1)N1C2=CC=CC=C2C=2C=C(C=CC12)B1OC(C(O1)(C)C)(C)C